BrC=1N=C(OC1C=O)C1=NC=CC=C1 (4-bromo-2-(pyridin-2-yl)oxazol-5-yl)methanone